methyl 4-(4-[3-[(4-[4-[(tert-butoxycarbonyl) amino]-1-methylimidazole-2-amido]-1-methylpyrrol-2-yl)formamido]propanamido]-1-methylimidazole-2-amido)-1-methylpyrrole-2-carboxylate C(C)(C)(C)OC(=O)NC=1N=C(N(C1)C)C(=O)NC=1C=C(N(C1)C)C(=O)NCCC(=O)NC=1N=C(N(C1)C)C(=O)NC=1C=C(N(C1)C)C(=O)OC